2-(2-(2-(2-((2-(2,6-dioxopiperidin-3-yl)-1,3-dioxoisoindolin-4-yl)oxy)acetamido)ethoxy)ethoxy)acetic acid O=C1NC(CCC1N1C(C2=CC=CC(=C2C1=O)OCC(=O)NCCOCCOCC(=O)O)=O)=O